4-[5-(2-amino-2-methylpropyl)pyridin-2-yl]-3-(5-cyclopropyl-2-methylpyrazol-3-yl)oxybenzonitrile NC(CC=1C=CC(=NC1)C1=C(C=C(C#N)C=C1)OC=1N(N=C(C1)C1CC1)C)(C)C